C1(CC1)NC1=NC(=NC=C1C(F)(F)F)NC1=C2C=NN(C2=C(C=C1)F)CCS(=O)(=O)C N4-cyclopropyl-N2-[7-fluoro-1-(2-methylsulfonylethyl)indazol-4-yl]-5-(trifluoromethyl)pyrimidine-2,4-diamine